N-(4-acetamidophenyl)-2-amino-5-(3-carbamoylphenyl)nicotinamide C(C)(=O)NC1=CC=C(C=C1)NC(C1=C(N=CC(=C1)C1=CC(=CC=C1)C(N)=O)N)=O